tert-butyl (S)-1-amino-4,4-dimethyl-1-oxopent-2-ylcarbamate NC([C@H](CC(C)(C)C)NC(OC(C)(C)C)=O)=O